Ethyl 2-[2-(tert-butoxycarbonylamino)-4-pyridyl]oxazole-4-carboxylate C(C)(C)(C)OC(=O)NC1=NC=CC(=C1)C=1OC=C(N1)C(=O)OCC